methyl 2-methyl-2-[[(4R)-2-[[2-methyl-3-(4,4,5,5-tetramethyl-1,3,2-dioxaborolan-2-yl)phenyl]carbamoyl]-4,5,6,7-tetrahydropyrazolo[1,5-a]pyridin-4-yl]amino]propanoate CC(C(=O)OC)(C)N[C@H]1C=2N(CCC1)N=C(C2)C(NC2=C(C(=CC=C2)B2OC(C(O2)(C)C)(C)C)C)=O